CCN(CCOC1=CC=C(C=C1)C2CCCCC2)C3=CC(=C(C=C3)C=C(C#N)C#N)C N-2-((4-cyclohexyl)phenoxy)ethyl-N-ethyl-4-(2,2-dicyanoethenyl)-3-methylaniline